C(CCCCC)N1C2=CC=C(C=C2C=2C=C(C=CC12)\C=C\C1=C(C=CC=C1)[N+](=O)[O-])\C=C\C1=C(C=CC=C1)[N+](=O)[O-] 9-hexyl-3,6-bis((E)-2-nitrostyryl)-9H-carbazole